4-(trifluoromethyl)-7-((1,3,5-trimethyl-1H-pyrazol-4-yl)amino)-2H-benzopyran-2-one FC(C1=CC(OC2=C1C=CC(=C2)NC=2C(=NN(C2C)C)C)=O)(F)F